OC1=C(C=CC=C1C)C 4-hydroxy-3,5-dimethylbenzene